2-Dimethylaminomethyl-5-vinylphenylboronic acid CN(C)CC1=C(C=C(C=C1)C=C)B(O)O